C(=C=C)[Sn](CCCC)(CCCC)CCCC allenyltributyl-stannane